C(#N)C=1C(=NC(=NC1)N[C@H]1C[C@H](CCC1)N1C=NC=2C1=NC=C(C2)C#N)C=2N=NN(C2C)C 3-((1S,3R)-3-((5-Cyano-4-(1,5-dimethyl-1H-1,2,3-triazol-4-yl)pyrimidin-2-yl)amino)cyclohexyl)-3H-imidazo[4,5-b]pyridine-6-carbonitrile